1-(2,3-dihydro-1H-inden-1-yl)propan-1-one C1(CCC2=CC=CC=C12)C(CC)=O